1,3-bis((2,2-dimethyl-1,3-dioxan-5-yl)oxy)propan-2-amine CC1(OCC(CO1)OCC(COC1COC(OC1)(C)C)N)C